Benzyl 2-hydroxy-9,10-dihydro-1,8-phenanthroline-8(7H)-carboxylate OC1=NC2=C3CCN(CC3=CC=C2C=C1)C(=O)OCC1=CC=CC=C1